C(C)(C)(C)OC(=O)N=S(=O)(C1=CC=CC=C1)C1=CC=C(C(=O)O)C=C1 4-(N-tert-butoxycarbonyl-S-phenyl-sulfonimidoyl)benzoic Acid